C(C)OC(=O)C=1C2(C(=C(OC1C)N)C#N)C(NC1=CC=CC(=C12)Cl)=O amino-4-chloro-3'-cyano-6'-methyl-2-oxospiro[indoline-3,4'-pyran]-5'-carboxylic acid ethyl ester